OC1=C(OC2=CC=C(C=C2C1=O)C)C1=CC=CC=C1 3-hydroxy-6-methyl-flavone